O=C1OC2(CN1)CCN(CC2)C(=O)OC(C)(C)C tert-butyl 2-oxo-1-oxa-3,8-diazaspiro[4.5]decane-8-carboxylate